ClC=1C=C2N=C3C=CC(=CC3=C(C2=CC1)NC1=CC(=C(C=C1)O)CN1CCN(CC1)CCC(OC)OC)OC 4-((6-chloro-2-methoxyacridin-9-yl)amino)-2-((4-(3,3-dimethoxy-propyl)piperazin-1-yl)methyl)-phenol